6-methoxy-4-phenylphthalazin-1(2H)-one COC=1C=C2C(=NNC(C2=CC1)=O)C1=CC=CC=C1